tert-butyl (9-(8-((2-amino-3-chloropyridin-4-yl)thio)imidazo[1,2-c]pyrimidin-5-yl)-3,9-diazaspiro[5.5]undecane-1-yl)carbamate NC1=NC=CC(=C1Cl)SC=1C=2N(C(=NC1)N1CCC3(CCNCC3NC(OC(C)(C)C)=O)CC1)C=CN2